C(C)C(C1=NC=CC=C1C)N(C(C(=O)O[C@H](CF)C1=CC(=CC=C1)F)=O)CC1=CC=C(C=C1)F (S)-2-fluoro-1-(3-fluorophenyl)ethan-1-ol ethyl-2-[(4-fluorophenyl)methyl-[(3-methyl-2-pyridyl)methyl]amino]-2-oxo-acetate